4-(2-hydroxyethanesulfonylamino)-2-(6-azaspiro[2.5]octan-6-yl)-N-(7,8,9,10-tetrahydro-6H-benzo[4,5]imidazo[1,2-a]azepin-4-yl)benzamide OCCS(=O)(=O)NC1=CC(=C(C(=O)NC2=CC=CC3=C2N=C2N3CCCCC2)C=C1)N1CCC2(CC2)CC1